ClC=1C=C2C(=NC=NC2=CC1)NC1=C(C=C(C=C1[N+](=O)[O-])C=CC#N)C 6-chloro-4-((4-(2-cyanovinyl)-2-methyl-6-nitrophenyl)amino)quinazolin